(S)-N-(5-(3-(methylcarbamoyl)-1H-indazol-6-yl)pyridin-3-yl)-3-phenylisoxazolidine-2-carboxamide CNC(=O)C1=NNC2=CC(=CC=C12)C=1C=C(C=NC1)NC(=O)N1OCC[C@H]1C1=CC=CC=C1